[Cu].NN Hydrazine copper